(S)-2-amino-6-boronohexanoic acid N[C@H](C(=O)O)CCCCB(O)O